FC1=CC=C(C2=C1C=CO2)[N+](=O)[O-] 4-fluoro-7-nitro-benzofuran